(1S,2R)-1-(3-cyano-1-methyl-1H-pyrazol-4-yl)-1-(2-cyanophenyl)propan C(#N)C1=NN(C=C1[C@@H](CC)C1=C(C=CC=C1)C#N)C